CC=1C=2N(C=C(N1)C)N=C(C2)B(O)O (4,6-dimethylpyrazolo[1,5-a]pyrazin-2-yl)boronic acid